triflic acid 8-fluorobenzo[f]isoquinolin-2-yl ester FC1=CC2=C(C=3C=C(N=CC3C=C2)OS(=O)(=O)C(F)(F)F)C=C1